2-piperidin-1-yl-ethanesulfonic acid {4-[5-amino-6-(2-chloro-3,6-difluoro-benzyloxy)-pyrazin-2-yl]-phenyl}-amide NC=1N=CC(=NC1OCC1=C(C(=CC=C1F)F)Cl)C1=CC=C(C=C1)NS(=O)(=O)CCN1CCCCC1